6-(1-(5-amino-2-fluoro-4-methylphenyl)-3-nitro-1H-pyrazol-4-yl)-4,4-dimethyl-3,4-dihydro-2,7-naphthyridin-1(2H)-one NC=1C(=CC(=C(C1)N1N=C(C(=C1)C=1C=C2C(CNC(C2=CN1)=O)(C)C)[N+](=O)[O-])F)C